O=C(CC#N)CC1CCOCC1 3-oxo-4-(tetrahydro-2H-pyran-4-yl)butyronitrile